C(C=C)OCC(OCC(C)OC)C dipropylene glycol mono(methyl) allyl ether